di(undecyl) ether C(CCCCCCCCCC)OCCCCCCCCCCC